BrC1=CC=C(C=C1)C1CCN(CC1)C1CCCCC1 4-(4-bromophenyl)-1-cyclohexylpiperidine